(R)-N-(1-acetylpyrrolidin-3-yl)-6-fluoro-4-(4-fluorophenyl)-3,4-dihydroquinoxaline C(C)(=O)N1C[C@@H](CC1)N1CCN(C2=CC(=CC=C12)F)C1=CC=C(C=C1)F